ethyl (R)-2-(1-(6-(5-((((3,3-difluorocyclobutyl)(methyl)carbamoyl)oxy)methyl)-1-methyl-1H-pyrazol-4-yl)-2-ethylpyridin-3-yl)piperidin-3-yl)acetate FC1(CC(C1)N(C(=O)OCC1=C(C=NN1C)C1=CC=C(C(=N1)CC)N1C[C@H](CCC1)CC(=O)OCC)C)F